C1(=CC=CC=C1)COC[C@H](C)OC1=C(C(=NC=C1)C(=C)C)[N+](=O)[O-] (S)-4-((1-(phenylmethyloxy)prop-2-yl)oxy)-3-nitro-2-(prop-1-en-2-yl)pyridine